C(C)OC(=O)C1C(N(CCC1C1=CC=C2C=CN(C2=C1)C(=O)OC(C)(C)C)C(=O)OC(C)(C)C)C (+/-)-(trans)-4-[1-[(tert-butoxy)carbonyl]-1H-indol-6-yl]-2-methylpiperidine-1,3-dicarboxylic acid 1-tert-butyl 3-ethyl ester